5-(N-(2-(4-(isoxazol-5-yl)piperazin-1-yl)phenyl)-N-phenethylsulfamoyl)3-methylbenzofuran-2-carboxylic acid O1N=CC=C1N1CCN(CC1)C1=C(C=CC=C1)N(S(=O)(=O)C=1C=CC2=C(C(=C(O2)C(=O)O)C)C1)CCC1=CC=CC=C1